Bis(2-(trimethylsilyl)ethyl)L-aspartic acid hydrochloride Cl.C[Si](CCN([C@@H](CC(=O)O)C(=O)O)CC[Si](C)(C)C)(C)C